2-(((2R,7aR)-7a-(((tert-butyldiphenylsilyl)oxy)methyl)hexahydro-1H-pyrrolizin-2-yl)oxy)ethan-1-ol [Si](C1=CC=CC=C1)(C1=CC=CC=C1)(C(C)(C)C)OC[C@@]12CCCN2C[C@@H](C1)OCCO